(E)-3-(2-(4-((2,5-dimethoxyphenyl)sulfonyl)piperazin-1-yl)phenyl)-N-hydroxyacrylamide COC1=C(C=C(C=C1)OC)S(=O)(=O)N1CCN(CC1)C1=C(C=CC=C1)/C=C/C(=O)NO